(R)-3-phenylpyrrolidine C1(=CC=CC=C1)[C@@H]1CNCC1